7-(3,3-dimethylpiperazin-1-yl)-2-(2-methyl-1,3-benzothiazol-6-yl)-4H-pyrido[1,2-a]pyrimidin-4-one CC1(CN(CCN1)C=1C=CC=2N(C(C=C(N2)C2=CC3=C(N=C(S3)C)C=C2)=O)C1)C